O=C1NC(CCC1N1N=C(C2=CC=C(C=C2C1=O)N1CCC(CC1)C=O)F)=O 1-(3-(2,6-dioxopiperidin-3-yl)-1-fluoro-4-oxo-3,4-dihydrophthalazin-6-yl)piperidine-4-carbaldehyde